C(C)(=O)N(C(C1=C(C=CC=C1)SC1=CC=C2C(=NN(C2=C1)C(C)=O)\C=C\C1=NC=CC=C1)=O)C N-acetyl-N-methyl-2-((1-acetyl-3-((1E)-2-(2-pyridinyl)ethenyl)-1H-indazol-6-yl)thio)benzamide